CN1C(=CC=2C1=CN=C(C2)NC(=O)C2CC2)C=2C(=C1CCNC1=CC2)C N-[1-methyl-2-(4-methyl-2,3-dihydro-1H-indol-5-yl)pyrrolo[2,3-c]pyridin-5-yl]cyclopropanecarboxamide